1,3-dihydroxymethyl-4,5-dihydroxyimidazolidin-2-one OCN1C(N(C(C1O)O)CO)=O